C(C(CC)N1CCNCCCNCCNCCC1)N1CCNCCCNCCNCCC1 11,11'-(1,2-butanediyl)bis-1,4,8,11-tetraazacyclotetradecane